2-(5-chloro-3-((1-(2-fluorobenzyl)-1H-1,2,3-triazol-4-yl)methyl)-2-imino-2,3-dihydro-1H-benzo[d]imidazol-1-yl)-1-(3,4-dichlorophenyl)ethanol ClC1=CC2=C(N(C(N2CC=2N=NN(C2)CC2=C(C=CC=C2)F)=N)CC(O)C2=CC(=C(C=C2)Cl)Cl)C=C1